Cl.CNC=1N=C2N(C(N1)C)CCCN2 N,4-Dimethyl-6,7,8,9-tetrahydro-4H-pyrimido[1,2-a][1,3,5]triazin-2-amine hydrochloride